OB1OCC2=C1C(=C(C=C2)C(=O)N[C@@H](C(C)C)C(=O)OCC2=CC=NC=C2)C Pyridin-4-ylmethyl (1-hydroxy-7-methyl-1,3-dihydrobenzo[c][1,2]oxaborole-6-carbonyl)-L-valinate